C1(CC1)C1=NN(C(=C1I)C(=O)OCC)CC1COCCC1 ethyl 3-cyclopropyl-4-iodo-1-((tetrahydro-2H-pyran-3-yl)methyl)-1H-pyrazole-5-carboxylate